N-(4-(4,4-difluoropiperidin-1-yl)-2-(1-methyl-1H-pyrazol-3-yl)benzyl)acrylamide FC1(CCN(CC1)C1=CC(=C(CNC(C=C)=O)C=C1)C1=NN(C=C1)C)F